C(=C)C1=CC=C(C=C1)CC[Si](OC)(OC)OC 1-vinyl-4-[2-(trimethoxysilyl)ethyl]benzene